CC=1N=CNC1C 4,5-Dimethyl-1H-imidazole